ClC1=C(N=C(NC1=O)C1=CC(=NC=C1)F)N1CCC(CC1)C(=O)NC 1-[5-chloro-2-(2-fluoro-4-pyridinyl)-6-oxo-1H-pyrimidin-4-yl]-N-methyl-piperidine-4-carboxamide